CC1=C(C=CC=C1)C1=NC2=CC=CC=C2C(=C1)C(=O)O 2-(o-methylphenyl)quinoline-4-carboxylic acid